(Z)-S-(2-(N-((4-amino-2-methylpyrimidin-5-yl)methyl)formamido)-5-(phosphonooxy)pent-2-en-3-yl)4-hydroxybenzothioate NC1=NC(=NC=C1CN(C=O)C(C)=C(CCOP(=O)(O)O)\S=C(\C1=CC=C(C=C1)O)/[O-])C